2-Chloro-6-(3-pyrrolidin-1-ylpropyl)pyridine ClC1=NC(=CC=C1)CCCN1CCCC1